(E)-ethyl 2,3-dibromo-3-phenylacrylate Br\C(\C(=O)OCC)=C(/C1=CC=CC=C1)\Br